C(C)(C)(C)N(C(O)=O)C1CC(C1)N1CCN(CC1)CC1=CC=CC=C1.C(C1=CC=CC=C1)N1CCN(CC1)C1CC(C1)NC(OC(C)(C)C)=O tert-butyl ((1r,3r)-3-(4-benzylpiperazin-1-yl)cyclobutyl)carbamate Tert-butyl-((1r,3r)-3-(4-benzylpiperazin-1-yl)cyclobutyl)carbamate